2-[6-amino-5-[8-[2-[3-(3,3-difluoropyrrolidin-1-yl)prop-1-ynyl]-4-pyridinyl]-3,8-diazabicyclo[3.2.1]oct-3-yl]pyridazin-3-yl]phenol NC1=C(C=C(N=N1)C1=C(C=CC=C1)O)N1CC2CCC(C1)N2C2=CC(=NC=C2)C#CCN2CC(CC2)(F)F